NC=1SC2=C(N1)C=C(C(=C2)N(C(=O)NC2=CC=C(C=C2)Cl)CCNC(C)=O)Cl N-{2-[1-(2-amino-5-chlorobenzo[d]thiazol-6-yl)-3-(4-chlorophenyl)ureido]ethyl}acetamide